O1N=CC=CC1 6H-1,2-Oxazin